(1s,4r)-N-((6-(2-chloro-3-(3-chloro-2-(3-methoxy-4-((((1r,4s)-4-methoxycyclohexyl)amino)methyl)phenyl)pyridin-4-yl)phenyl)-2-methoxypyridin-3-yl)methyl)-4-methoxycyclohexan-1-amine ClC1=C(C=CC=C1C1=C(C(=NC=C1)C1=CC(=C(C=C1)CNC1CCC(CC1)OC)OC)Cl)C1=CC=C(C(=N1)OC)CNC1CCC(CC1)OC